ClC=1C=CC=C2C(=CNC12)CC#N (7-chloro-1H-indol-3-yl)acetonitrile